N[C@H]1[C@@H](CC1)NCCCCNC1=CC(=C(C=C1Cl)S(=O)(=O)NC1=NC=NS1)F 4-[4-[[(1R,2R)-2-aminocyclobutyl]amino]-butylamino]-5-chloro-2-fluoro-N-(1,2,4-thiadiazol-5-yl)benzenesulfonamide